3,5-diethyl-1H-pyrazole C(C)C1=NNC(=C1)CC